C(C)(C)(C)OC(=O)N1C2CN(C(C1)C2)C2=NC(=NC1=C(C(=C(C=C21)Cl)Br)F)Cl 5-(7-bromo-2,6-dichloro-8-fluoroquinazolin-4-yl)-2,5-diazabicyclo[2.2.1]heptane-2-carboxylic acid tert-butyl ester